(R)-2-methyl-2-(6-(3-methylmorpholino)-1-(1-((2-(trimethylsilyl)ethoxy)methyl)-1H-pyrazol-3-yl)-1H-pyrazolo[3,4-b]pyridin-4-yl)propanamide CC(C(=O)N)(C)C1=C2C(=NC(=C1)N1[C@@H](COCC1)C)N(N=C2)C2=NN(C=C2)COCC[Si](C)(C)C